2-oxo-1,3-benzoxazol O=C1OC2=C(N1)C=CC=C2